2,5-dimethylphenanthridin-6(5H)-one CC1=CC=2C3=CC=CC=C3C(N(C2C=C1)C)=O